FC1(CN(C1)C(=O)C1=CC=C(C=C1)CNC1=NC=NC2=C1SC=1N=NC(=C(C12)C)C)F (3,3-difluoroazetidin-1-yl)-[4-[[(3,4-dimethylpyrimido[4',5':4,5]thieno[2,3-c]pyridazin-8-yl)amino]methyl]phenyl]methanone